O=C1N(CCC(N1)=O)C=1C=C2CCN(CC2=CC1)C(=O)OC(C)(C)C tert-Butyl 6-(2,4-dioxotetrahydropyrimidin-1(2H)-yl)-3,4-dihydroisoquinoline-2(1H)-carboxylate